CC1(CN(CC1)CC1=CC(=NC=C1)NC=1SC2=C(N1)C=CC(=C2)C=2C=NNC2C)C N-(4-((3,3-dimethyl-pyrrolidin-1-yl)methyl)-pyridin-2-yl)-6-(5-methyl-1H-pyrazol-4-yl)benzo[d]thiazol-2-amine